CN1C2=CC=C(C=C2OC=2C=CC(=CC12)C=O)C=O 10-methylphenoxazine-2,7-dicarboxaldehyde